9,10-dimethoxy-2-chloroanthracene COC=1C2=CC=CC=C2C(=C2C=CC(=CC12)Cl)OC